O1C(OCCC1)C1=CC=C(C=C1)C=1SC(=CN1)C1=CC=C(C=C1)SC(C)C 2-(4-(1,3-dioxan-2-yl)phenyl)-5-(4-(isopropylthio)phenyl)thiazole